CN(N)C1=NOC(N1)=O 3-(1-methylhydrazino)-1,2,4-oxadiazol-5(4H)-one